ClC=1C=C2C=NN(C2=C(C1)C(=O)NC1CC2(CC(C2)CC(=O)O)C1)CC=1C=NC(=NC1)C1=CC(=C(C=C1)F)OC 2-(6-(5-chloro-1-((2-(4-fluoro-3-methoxyphenyl)pyrimidin-5-yl)methyl)-1H-indazole-7-carboxamido)spiro[3.3]heptan-2-yl)acetic acid